ClC1=CC=2N(C=C1)C(=C(N2)C2=CC=C(C=C2)Cl)C=O 7-CHLORO-2-(4-CHLOROPHENYL)IMIDAZO[1,2-A]PYRIDIN-3-CARBALDEHYDE